(1S,5R)-3-benzyl-5-(trifluoromethyl)-3-azabicyclo[3.1.0]hexane-1-carboxamide C(C1=CC=CC=C1)N1C[C@@]2(C[C@@]2(C1)C(F)(F)F)C(=O)N